4'-[3-butyl-5-oxo-1-(2-trifluoromethyl-phenyl)-1,5-dihydro-[1,2,4]triazol-4-ylmethyl]-biphenyl-2-sulfonic acid (3-methyl-thiophene-2-carbonyl)-amide CC1=C(SC=C1)C(=O)NS(=O)(=O)C=1C(=CC=CC1)C1=CC=C(C=C1)CN1C(=NN(C1=O)C1=C(C=CC=C1)C(F)(F)F)CCCC